C(C1=CC=CC=C1)OC1=C(C=C(C=C1)F)C(CC(C(=O)OCC)=O)=O ethyl 4-(2-(benzyloxy)-5-fluorophenyl)-2,4-dioxobutanoate